C(#N)NS(=O)=O N-cyano-sulfonamide